CC1(C2=CC=CC=C2C=2C=CC(=CC12)C1=CC=CC=2C3=C(SC21)C(=CC=C3)C=3C=C(C=CC3)B3OC(C)(C)C(C)(C)O3)C 3-[6-(9,9-dimethylfluoren-2-yl)dibenzothiophen-4-yl]phenylboronic acid pinacol ester